2-Methyl-2-propyl 4-{[(methylsulfonyl) oxy] methyl}-2-azabicyclo[2.1.1]hexane-2-carboxylate CS(=O)(=O)OCC12CN(C(C1)C2)C(=O)OC(C)(C)C